ClC1=C(C=C(C=C1)F)C1NC(C2=CC=C3C=NC(=NC3=C21)N2C=C(C1=CC(=CC=C21)F)O)=O 9-(2-Chloro-5-fluorophenyl)-2-((S)-5-fluoro-3-hydroxyindol-1-yl)-8,9-dihydro-7H-pyrrolo[3,4-H]quinazolin-7-one